OCCNC(=O)C1CN(C1)CCCCC(=O)OC(CCC\C=C/CCCCC)C(CCC\C=C/CCCCC)CCC\C=C/CCCCC (6Z,16Z)-12-((Z)-dec-4-en-1-yl)docosa-6,16-dien-11-yl 5-(3-((2-hydroxyethyl)-carbamoyl)azetidin-1-yl)pentanoate